Tert-butyl (S)-2-((4-(6-((3-cyclopropylpyrazolo[1,5-a]pyridin-5-yl) methoxy) pyridin-2-yl) piperidin-1-yl) methyl)-1-((oxetan-2-yl) methyl)-1H-benzo[d]imidazole-6-carboxylate C1(CC1)C=1C=NN2C1C=C(C=C2)COC2=CC=CC(=N2)C2CCN(CC2)CC2=NC1=C(N2C[C@H]2OCC2)C=C(C=C1)C(=O)OC(C)(C)C